COCC(=O)C1C(C2=CC=C(C=C2C1=O)S(=O)(=O)C=1C=C2C(C(C(C2=CC1)=O)C(COC)=O)=O)=O 2-(2-methoxyacetyl)-5-{[2-(2-methoxyacetyl)-1,3-dioxo-2,3-dihydro-1H-inden-5-yl]sulfonyl}-2,3-dihydro-1H-indene-1,3-dione